COC(C=O)CC=O 2-methoxybutanedial